6-(benzylsulfanyl)-4-chloro-1H-indazole C(C1=CC=CC=C1)SC1=CC(=C2C=NNC2=C1)Cl